[Si](C)(C)(C(C)(C)C)OC[C@H]1N(S(OC1)=O)C(=O)OC(C)(C)C tert-butyl (4R)-4-(((tert-butyldimethylsilyl)oxy)methyl)-1,2,3-oxathiazolidine-3-carboxylate 2-oxide